oxazolidine compound with water O.O1CNCC1